2-(3-(1-(4-chlorobenzyl)piperidin-4-yl)-1H-pyrrolo[2,3-c]pyridin-1-yl)-5-fluoro-N-isopropyl-N-methylbenzamide ClC1=CC=C(CN2CCC(CC2)C2=CN(C3=CN=CC=C32)C3=C(C(=O)N(C)C(C)C)C=C(C=C3)F)C=C1